C1(CC1)[C@]1(C(N(C[C@H]1C)C=1C=2N(C=C(C1)C=1C=NN(C1)C)N=CC2)=O)C#N (3R,4S)-3-cyclopropyl-4-methyl-1-[6-(1-methylpyrazol-4-yl)pyrazolo[1,5-a]pyridin-4-yl]-2-oxopyrrolidine-3-carbonitrile